N1CC1.N1CC1.N1CC1.N1CC1.[O-]O hydroperoxide-tetraethylenimine